6-((3-(2-methyl-1H-imidazol-1-yl)propyl)amino)hexyl 2-hexyldecanoate C(CCCCC)C(C(=O)OCCCCCCNCCCN1C(=NC=C1)C)CCCCCCCC